CC1(OB(OC1(C)C)C1=CNC2=NC=CC=C21)C 3-(4,4,5,5-tetramethyl-1,3,2-dioxaborolan-2-yl)-1H-pyrrolo[2,3-b]pyridine